N-(3-(5-chloro-2-methoxyphenyl)-1-((1R,2R)-2-hydroxycyclohexyl)-1H-pyrazol-4-yl)pyrazolo[1,5-a]pyrimidine-3-carboxamide ClC=1C=CC(=C(C1)C1=NN(C=C1NC(=O)C=1C=NN2C1N=CC=C2)[C@H]2[C@@H](CCCC2)O)OC